BrC=1C2(C3=CC(=C(C=C3C1)F)F)CCC(CC2)=O bromo-5',6'-difluorospiro[cyclohexane-1,1'-indene]-4-one